ClC1=C2C(=NC=C1C=1C(=C(C(=O)N(CCO)CCO)C=CC1)F)NCC21CC1 3-(4'-Chloro-1',2'-dihydrospiro[cyclopropane-1,3'-pyrrolo[2,3-b]pyridin]-5'-yl)-2-fluoro-N,N-bis(2-hydroxyethyl)benzamide